C(C1CO1)OC1=C(N(CC2CO2)CC2CO2)C=CC=C1 (2,3-epoxy-propoxy)-N,N-bis(2,3-epoxypropyl)aniline